C(C1=CC=CC=C1)OC(=O)N[C@@H](CCN(CCCCC1=CC=C2CCCN(C2=N1)C(=O)OC(C)(C)C)CCCF)C(=O)OC (S)-tert-butyl 7-(4-((3-(((benzyloxy)carbonyl)amino)-4-methoxy-4-oxobutyl) (3-fluoropropyl) amino) butyl)-3,4-dihydro-1,8-naphthyridine-1(2H)-carboxylate